N-(4-chlorophenyl)-2-(6-((6-fluoroquinolin-4-yl)oxy)-2-aza-spiro[3.3]heptan-2-yl)propanamide ClC1=CC=C(C=C1)NC(C(C)N1CC2(C1)CC(C2)OC2=CC=NC1=CC=C(C=C21)F)=O